(2-chloro-4-phenoxyphenyl)(4-{[(3R,6S)-6-(hydroxymethyl)oxazin-3-yl]amino}-7H-pyrrolo[2,3-d]pyrimidin-5-yl)methanone ClC1=C(C=CC(=C1)OC1=CC=CC=C1)C(=O)C1=CNC=2N=CN=C(C21)NC=2NOC(=CC2)CO